FC1=C(C=CC=C1S(=O)(=O)C)NC1=NC=C(C(=N1)C1=CN(C2=C(C=CC=C12)[N+](=O)[O-])S(=O)(=O)CC1=CC=CC=C1)C N-(2-fluoro-3-(methylsulfonyl)phenyl)-5-methyl-4-(7-nitro-1-toluenesulfonyl-1H-indol-3-yl)pyrimidin-2-amine